BrC1=C(N=CNC1=O)N[C@H](COCCCN1C2CN(C(C1)C2)C2=NC=C(C=N2)C#N)C 2-[2-(3-{[(2S)-2-[(5-bromo-6-oxo-1H-pyrimidin-4-yl)amino]propyl]oxy}propyl)-2,5-diazabicyclo[2.2.1]hept-5-yl]pyrimidine-5-carbonitrile